NC1=C2C(=NC=N1)N(N=C2C2=CC=C(C=C2)OC2=CC=CC=C2)C2CN(CCC2)C(\C=C\CN2CCOCC2)=O (E)-1-(3-(4-amino-3-(4-phenoxyphenyl)-1H-pyrazolo[3,4-d]pyrimidin-1-yl)piperidin-1-yl)-4-morpholinobut-2-en-1-one